NCC1=NC2=C(N1COCC[Si](C)(C)C)C=C(C=C2)CCNC(OC(C)(C)C)=O tert-butyl {2-[2-(aminomethyl)-1-{[2-(trimethylsilyl)ethoxy]methyl}-1H-benzimidazol-6-yl]ethyl}carbamate